NCCCN(CCCNC1=CC(=NC2=CC=CC=C12)C1=CC=C(C=C1)N(C)C)C N1-(3-aminopropyl)-N3-(2-(4-(dimethylamino)phenyl)quinolin-4-yl)-N-methylpropane-1,3-diamine